N1=C(NC2=C1C=CC=C2)CCCCCC=2NC1=C(N2)C=CC=C1 pentamethylenebisbenzimidazole